1,3-bis(4'-diethylaminobenzylidene)propanone C(C)N(C1=CC=C(C=CC(C=CC2=CC=C(C=C2)N(CC)CC)=O)C=C1)CC